1-(3-fluoro-4-(4,4,5,5-tetramethyl-1,3,2-dioxaborolan-2-yl)benzyl)-4-(trifluoromethyl)piperidine FC=1C=C(CN2CCC(CC2)C(F)(F)F)C=CC1B1OC(C(O1)(C)C)(C)C